ClC=1N=C(C2=C(N1)C(=C(N=C2)Cl)F)N2[C@H]1[C@H]([C@H]1CCC2)F 2,7-Dichloro-8-fluoro-4-((1R,6S,7S)-7-fluoro-2-azabicyclo[4.1.0]heptan-2-yl)pyrido[4,3-d]pyrimidine